7-bromo-2-methyl-1,3-benzooxazol-6-amine BrC1=C(C=CC=2N=C(OC21)C)N